NC=1N(C=CC1)C1C(=C(C=CC1(C)Cl)O)C 2-amino-6-chloro-1-(3-hydroxy-2,6-dimethylphenyl)-1H-pyrrole